6-(4-hydroxy-3,5-dimethoxystyryl)-1,5-dimethyl-1,5-dihydro-4H-pyrazolo[3,4-d]pyrimidin-4-one OC1=C(C=C(C=CC=2N(C(C3=C(N2)N(N=C3)C)=O)C)C=C1OC)OC